N-(4-chlorophenyl)-N-(2-methylallyl)propanamide ClC1=CC=C(C=C1)N(C(CC)=O)CC(=C)C